3-(4-(2-(5-cyclopropyl-3-(2,6-dichlorophenyl)isoxazol-4-yl)vinyl)bicyclo[2.2.2]octane-1-carboxamido)benzoic acid C1(CC1)C1=C(C(=NO1)C1=C(C=CC=C1Cl)Cl)C=CC12CCC(CC1)(CC2)C(=O)NC=2C=C(C(=O)O)C=CC2